3-(4-aminophenyl)propionic acid NC1=CC=C(C=C1)CCC(=O)O